(R)-2-(difluoromethyl)-5-(4-(4-(trifluoromethyl)pyrazolo[1,5-a]pyridin-2-yl)-6,7-dihydro-1H-imidazo[4,5-c]pyridin-5(4H)-yl)-1,3,4-oxadiazole FC(C=1OC(=NN1)N1[C@H](C2=C(CC1)NC=N2)C2=NN1C(C(=CC=C1)C(F)(F)F)=C2)F